3-[3-Amino-4-(7-{[2-(trimethylsilyl)ethoxy]methyl}-7H-pyrrolo[2,3-d]pyrimidin-4-yl)-1H-pyrazol-1-yl]-3-(cyanomethyl)azetidine-1-carboxylate NC1=NN(C=C1C=1C2=C(N=CN1)N(C=C2)COCC[Si](C)(C)C)C2(CN(C2)C(=O)[O-])CC#N